Bis(1,2,2,6,6-pentamethyl-4-piperidyl) [[3,5-bis(1,1-dimethylethyl)-4-hydroxyphenyl]methyl]butylmalonat CC(C)(C)C=1C=C(C=C(C1O)C(C)(C)C)CC(C(=O)OC1CC(N(C(C1)(C)C)C)(C)C)(C(=O)OC1CC(N(C(C1)(C)C)C)(C)C)CCCC